FC1=C(C(=CC(=C1)NC1CN(C1)CCCF)F)[C@H]1N([C@@H](CC2=C3C(=CC=C12)NC(O3)=O)C)CC(F)(F)F (6S,8R)-6-(2,6-Difluoro-4-((1-(3-fluoropropyl)azetidin-3-yl)amino)phenyl)-8-Methyl-7-(2,2,2-trifluoroethyl)-6,7,8,9-tetrahydrooxazolo[5,4-f]isoquinolin-2(3H)-one